2-tert-butyl 5-methyl 7-bromo-1-isopropylindoline-2,5-dicarboxylate BrC=1C=C(C=C2CC(N(C12)C(C)C)C(=O)OC(C)(C)C)C(=O)OC